C(C)(C)(C)NC(=O)C1=C2C(=NN1C1=NC=CN=C1)C1CCC(C2)O1 N-(tert-butyl)-2-(pyrazin-2-yl)-2,4,5,6,7,8-hexahydro-5,8-epoxycyclohepta[c]pyrazole-3-carboxamide